Tert-butyl 4-(1-(2,6-dioxopiperidin-3-yl)-3-methyl-2-oxo-2,3-dihydro-1H-benzo[d]imidazol-4-yl)-5,6-dihydropyridine-1(2H)-carboxylate O=C1NC(CCC1N1C(N(C2=C1C=CC=C2C2=CCN(CC2)C(=O)OC(C)(C)C)C)=O)=O